N-(2-chloro-3-((3,5-dimethyl-4-oxo-3,4-dihydroquinazolin-6-yl)oxy)phenyl)propane-1-sulfonamide ClC1=C(C=CC=C1OC=1C(=C2C(N(C=NC2=CC1)C)=O)C)NS(=O)(=O)CCC